[(2R)-oxiran-2-yl]methanol O1[C@@H](C1)CO